4-[[(5R)-3-(3,5-difluorophenyl)-5-methyl-4H-isoxazole-5-carbonyl]amino]tetrahydrofuran-2-carboxylic acid FC=1C=C(C=C(C1)F)C1=NO[C@](C1)(C(=O)NC1CC(OC1)C(=O)O)C